C1(CC1)C(=O)NC1=NC=C(C(=O)N)C(=C1)NC1=C(C(=CC=C1)C=1C=NN(C1)[C@@H]1[C@@H](CCC1)F)OC 6-(cyclopropanecarboxamido)-4-((3-(1-((1S,2R)-2-fluorocyclopentyl)-1H-pyrazol-4-yl)-2-methoxyphenyl)amino)nicotinamide